O=C[C@@H](O)[C@@H](O)[C@@H](O)[C@H](O)C(=O)N taluronamide